C1(CC1)C=1C(=NN2C1N=C(C=C2C=2C=NNC2)N2CC1=CC=CC=C1C2)C(=O)NC2=CC(=CC=C2)OC 3-cyclopropyl-5-(isoindolin-2-yl)-N-(3-methoxyphenyl)-7-(1H-pyrazol-4-yl)pyrazolo[1,5-a]pyrimidine-2-carboxamide